5-Fluoro-3-(8-fluoro-2-methylimidazo[1,2-a]pyridin-6-yl)-7-(piperidin-4-yl)cinnoline FC1=C2C=C(N=NC2=CC(=C1)C1CCNCC1)C=1C=C(C=2N(C1)C=C(N2)C)F